N1=C(C(=CC=C1)B(O)O)C1=NC=CC=C1C1=NC=CC=C1 terpyridylboronic acid